1-Bromo-3-fluoro-2-vinylbenzene BrC1=C(C(=CC=C1)F)C=C